Cl.N[C@@H](CCCCN)C(=O)O lysine, hydrochloride